BrC1=NC=CC(=C1)N1C(C2=CC(=C(C=C2C(=N1)C1=CC=C(C=C1)Cl)C)C)=O 2-(2-bromo-4-pyridyl)-4-(4-chlorophenyl)-6,7-dimethyl-phthalazin-1-one